6-(1-acetyl-3-fluoropyrrolidin-3-yl)-4-{[(1R)-1-[3-(difluoromethyl)-2-fluorophenyl]prop-2-yn-1-yl]amino}-8-methyl-7H,8H-pyrido[2,3-d]pyrimidin-7-one C(C)(=O)N1CC(CC1)(F)C1=CC2=C(N=CN=C2N[C@H](C#C)C2=C(C(=CC=C2)C(F)F)F)N(C1=O)C